O=C1CCC(N1C1=CC2=C(C(=NS2)C#CC)C=C1)C1=CC=CC=C1 trans-5-oxo-2-phenyl-1-(3-(prop-1-yn-1-yl)benzo[d]isothiazol-6-yl)pyrrolidin